3,7-decalindicarboxylic acid C1CC(CC2CCC(CC12)C(=O)O)C(=O)O